N-(4-benzofuran-2-yl-phenyl)-N-(4-benzooxazole-2-yl-phenyl)-N-{4-(2-furan-2-yl-benzooxazole-6-yl)-phenyl}-amine O1C(=CC2=C1C=CC=C2)C2=CC=C(C=C2)N(C2=CC=C(C=C2)C2=CC1=C(N=C(O1)C=1OC=CC1)C=C2)C2=CC=C(C=C2)C=2OC1=C(N2)C=CC=C1